2-chloro-N-(5-((E)-2-(2-(((1r,4r)-4-(dimethylamino)cyclohexyl)amino)pyrimidin-5-yl)vinyl)-6-methylpyridin-2-yl)benzenesulfonamide ClC1=C(C=CC=C1)S(=O)(=O)NC1=NC(=C(C=C1)\C=C\C=1C=NC(=NC1)NC1CCC(CC1)N(C)C)C